(E)-3-methylene-5-(1-phenylprop-1-en-2-yl)dihydrofuran-2(3H)-one C=C1C(OC(C1)/C(=C/C1=CC=CC=C1)/C)=O